3-[(3-amino-2-fluorophenyl)methyl]-6-chloro-7-(pyrimidin-2-yloxy)-3,4-dihydro-2H-1,3-benzoxazin-2-one NC=1C(=C(C=CC1)CN1C(OC2=C(C1)C=C(C(=C2)OC2=NC=CC=N2)Cl)=O)F